2-amino-N'-(3-ethylpyridin-2-yl)-N',3-dimethyl-N-((5-(trifluoromethyl)pyridin-2-yl)methyl)quinoline-6-carbohydrazide NC1=NC2=CC=C(C=C2C=C1C)C(=O)N(N(C)C1=NC=CC=C1CC)CC1=NC=C(C=C1)C(F)(F)F